COC=1C=C(C=CC1)C=1N=C(N2C1C=CC=C2)C=2C=C(C(=O)O)C=CC2 3-(1-(3-methoxyphenyl)imidazo[1,5-a]pyridin-3-yl)benzoic acid